methyl 2-((2-nitro-1-phenylethyl) thio)-benzoate [N+](=O)([O-])CC(C1=CC=CC=C1)SC1=C(C(=O)OC)C=CC=C1